2'-methoxy-adenosine 3'-phosphate P(=O)(O)(O)O[C@H]1[C@]([C@@H](O[C@@H]1CO)N1C=NC=2C(N)=NC=NC12)(O)OC